tert-butyl (2R,5S)-4-(2-(8-(4-fluorobenzyl)-3,4-dihydropyrido[2,3-b][1,4]oxazepin-1(2H)-yl)-2-oxoethyl)-2-methyl-5-(((R)-3-methylmorpholino)methyl)piperazine-1-carboxylate FC1=CC=C(CC2=CC3=C(OCCCN3C(CN3C[C@H](N(C[C@@H]3CN3[C@@H](COCC3)C)C(=O)OC(C)(C)C)C)=O)N=C2)C=C1